OC(CN(C(CCCCCCC\C=C/CCCCCCCC)=O)CC(C)O)C N,N-bis(2-hydroxypropyl)oleamide